NC1=C(SC2=NC(=CC(=C21)C)C)C(=O)NC2CC=1C=CC(=NC1CC2)N2CC(C(C2)C(COC)(F)F)N 3-amino-N-{2-[3-amino-4-(1,1-difluoro-2-methoxyethyl)pyrrolidin-1-yl]-5,6,7,8-tetrahydroquinolin-6-yl}-4,6-dimethylthieno[2,3-b]pyridine-2-carboxamide